C(C1=CC=CC=C1)OC(=O)C1NC1 aziridine-2-carboxylic acid benzyl ester